C(C)(C)(C)C1=CC(=C(C=C1O)CC(=O)NC1=CC(=NC=C1)C(=O)N[C@@H](C)C#N)F 4-[[2-(4-tert-butyl-2-fluoro-5-hydroxy-phenyl)acetyl]amino]-N-[(1S)-1-cyanoethyl]pyridine-2-carboxamide